FC(C1=CC=C(OC2=C(C=CC3=CC=CC=C23)C(=O)O)C=C1)(F)F (4-(trifluoromethyl)phenoxy)-2-naphthoic acid